N-(3-fluoro-4-(5-methoxy-1H-benzo[d][1,2,3]triazol-1-yl)benzyl)methanesulfonimidamide FC=1C=C(CNS(=O)(=N)C)C=CC1N1N=NC2=C1C=CC(=C2)OC